2-(4-((2-Butyl-4-oxo-1,3-diazaspiro[4.4]non-1-en-3-yl)methyl)-2-(ethoxymethyl)Phenyl)-N-(4-chloro-5-methylisoxazol-3-yl)pyridine-3-sulfonamide C(CCC)C1=NC2(C(N1CC1=CC(=C(C=C1)C1=NC=CC=C1S(=O)(=O)NC1=NOC(=C1Cl)C)COCC)=O)CCCC2